o-trifluoromethyl-benzenesulfonamide FC(C1=C(C=CC=C1)S(=O)(=O)N)(F)F